ClC1=C(C(=CC=C1Cl)OC)C1=CC=2N(C=C1)C=C(N2)CO (7-(2,3-dichloro-6-methoxyphenyl)imidazo[1,2-a]pyridin-2-yl)methanol